(4-chloro-3-{4-[6-(2-fluoroethoxy)pyridin-3-yl]-6-oxo-1,6-dihydropyrimidin-2-yl}benzyl)butanamide ClC1=C(C=C(CC(C(=O)N)CC)C=C1)C=1NC(C=C(N1)C=1C=NC(=CC1)OCCF)=O